C(CCCCCC(=O)OCC)(=O)OCC diethyl heptanedioate